(2-(5-(4-(trifluoromethoxy)phenyl)-1H-imidazol-2-yl)piperidin-1-yl)propan FC(OC1=CC=C(C=C1)C1=CN=C(N1)C1N(CCCC1)CCC)(F)F